FC=1C=CC=C2C(NN=C(C12)C1=CC2=C(NC(=N2)NC(OCCOC)=O)C=C1)=O 2-Methoxyethyl (5-(8-fluoro-4-oxo-3,4-dihydrophthalazin-1-yl)-1H-benzimidazol-2-yl)carbamate